2-[5-(Aminomethyl)-2-chlorophenyl]pyrimidin-4(3H)-one NCC=1C=CC(=C(C1)C1=NC=CC(N1)=O)Cl